propylene glycol mono-iso-tridecyl ether C(CCCCCCCCCC(C)C)OCC(C)O